CC1=C(C=2N(N=C1N1CC=3C=C(C=NC3CC1)C1=C(C=CC=C1)C(F)(F)F)C(C=CN2)=O)C 8,9-dimethyl-7-(3-(2-(trifluoromethyl)phenyl)-7,8-dihydro-1,6-naphthyridin-6(5H)-yl)-4H-pyrimido[1,2-b]pyridazin-4-one